C(=O)O.C(C(C)C)N1CC2=C(CC1)C(=C(S2)NC(C2=C(C=CC=C2)C)=O)C(=O)O 6-isobutyl-2-[(2-methylbenzoyl)amino]-5,7-dihydro-4H-thieno[2,3-c]pyridine-3-carboxylic acid formate salt